2-(2-(4-(naphthalen-2-yloxy)butyrylamino)benzoylamino)benzoic acid C1=C(C=CC2=CC=CC=C12)OCCCC(=O)NC1=C(C(=O)NC2=C(C(=O)O)C=CC=C2)C=CC=C1